((4-(4-chlorobutoxy) phenyl) diazenyl) benzoate C(C1=CC=CC=C1)(=O)ON=NC1=CC=C(C=C1)OCCCCCl